3-methoxy-11-azatricyclo[6.2.1.02,7]Undecene-2,4,6,9-tetraene-11-carboxylic acid tert-butyl ester C(C)(C)(C)OC(=O)N1C=2C3=C(C=CC=C3C1C=C2)OC